tris(diphenylmethylideneacetone) dipalladium [Pd].[Pd].C1(=CC=CC=C1)C(C1=CC=CC=C1)=CC(C)=O.C1(=CC=CC=C1)C(C1=CC=CC=C1)=CC(C)=O.C1(=CC=CC=C1)C(C1=CC=CC=C1)=CC(C)=O